racemic-3,6-diazabicyclo[3.2.1]octane C12CNCC(NC1)C2